(S)-N-(4-amino-3-hydroxybicyclo[2.2.2]octan-1-yl)-6-chloro-4-oxo-4H-chromene-2-carboxamide NC12[C@H](CC(CC1)(CC2)NC(=O)C=2OC1=CC=C(C=C1C(C2)=O)Cl)O